OC1CN(C1)C(C(=C)C=1C=NC=NC1)=O 1-(3-Hydroxyazetidin-1-yl)-2-(pyrimidin-5-yl)prop-2-en-1-one